4-[(E)-2-ethoxyethenyl]-N-(1-methylsulfonylpiperidin-4-yl)-5-(trifluoromethyl)pyrimidin-2-amine C(C)O/C=C/C1=NC(=NC=C1C(F)(F)F)NC1CCN(CC1)S(=O)(=O)C